N-(4-((R)-(S)-3-((R) or (S)-3-(3-chlorophenyl)-2,2-dimethylpyrrolidin-1-yl)-2-hydroxypropoxy)phenyl)-N-methylmethanesulfonamide ClC=1C=C(C=CC1)[C@@H]1C(N(CC1)C[C@H](COC1=CC=C(C=C1)N(S(=O)(=O)C)C)O)(C)C |o1:7|